methyl 4-(3,4-dihydro-2H-1,3-benzoxazin-8-yl)-5-fluoro-2-morpholin-4-ylbenzoate dihydrochloride Cl.Cl.O1CNCC2=C1C(=CC=C2)C2=CC(=C(C(=O)OC)C=C2F)N2CCOCC2